FC=1N=C(N2N=C(N=CC21)NC2CCN(CC2)S(=O)(=O)C)CC(C)C N-[5-fluoro-7-(2-methylpropyl)imidazo[4,3-f][1,2,4]triazin-2-yl]-1-methanesulfonylpiperidin-4-amine